O[C@H](CO)C1=CC=C(C=N1)NC(=O)[C@H]1O[C@@](C[C@@H]1C1=C(C(=C(C=C1)F)F)OCC)(C(F)(F)F)C (2S,3R,5S)-N-(6-((S)-1,2-dihydroxyethyl)pyridin-3-yl)-3-(2-ethoxy-3,4-difluorophenyl)-5-methyl-5-(trifluoromethyl)tetrahydrofuran-2-carboxamide